OC=CCC 3-hydroxymethylenepropane